O=C1NC(CCC1N1C(C2=CC=C(C=C2C1=O)C1CCNCC1)=O)=O (2,6-dioxopiperidin-3-yl)-5-(piperidin-4-yl)isoindoline-1,3-dione